tert-butyl N-[2-hydroxy-1-(hydroxymethyl)-1-methyl-ethyl]carbamate OCC(C)(CO)NC(OC(C)(C)C)=O